2-(6-(methoxycarbonyl)-6,6a,7,8,9,10,12,13-octahydro-5H-6,9-methanopyrido[1',2':1,2]azepino[4,5-b]indol-7-yl)acetic acid COC(=O)C12C3N(CCC4=C1NC1=CC=CC=C41)CC(CC3CC(=O)O)C2